C1(=O)OCC(C)(C)[C@@H]2C[C@@H](C=C2)C(COC(O1)=O)(C)C ((1r,3s)-cyclopent-4-en-1,3-diyl)-di-tert-butyl dicarbonate